C1(CCC1)CCN(C(=O)C=1C=C2N=C(C=NC2=CC1)C=1C=C2C=CN(C(C2=CC1)=O)C)C N-(2-cyclobutylethyl)-N-methyl-3-(2-methyl-1-oxo-1,2-dihydro-6-isoquinolinyl)-6-quinoxalinecarboxamide